(2S)-(N-[4-amino-5-[4-[2-amino-(1S)-methyl-2-oxo-ethoxy]benzoyl]thiazol-2-yl]anilino)propanamide NC=1N=C(SC1C(C1=CC=C(C=C1)O[C@H](C(=O)N)C)=O)N(C1=CC=CC=C1)[C@H](C(=O)N)C